NC1=NC=CC=2N1C(=NC2C2=CN(CCC2)C(C(C)C)=O)C2=CC=C(CNC(C1=C(C=CC(=C1)F)OC)=O)C=C2 N-(4-(5-amino-1-(1-isobutyryl-1,4,5,6-tetrahydropyridin-3-yl)imidazo[1,5-c]pyrimidin-3-yl)benzyl)-5-fluoro-2-methoxybenzamide